(R)-N-(15-(3,4-bis(benzyloxy)phenoxy)-14-hydroxy-3,6,9-trioxa-12-aza-pentadecyl)-4-phenylbutyramide C(C1=CC=CC=C1)OC=1C=C(OC[C@@H](CNCCOCCOCCOCCNC(CCCC2=CC=CC=C2)=O)O)C=CC1OCC1=CC=CC=C1